FN(Cl)F difluorochloramine